BrC=1C=CC=2C(=C(C=C3C(NN(C23)C2=CC=CC=C2)=O)OC)C1 7-Bromo-5-methoxy-1-phenyl-1H-benzo[g]indazol-3(2H)-on